4,8-bis[3-(dibenzothiophene-4-yl)phenyl]-[1]benzofuro[3,2-d]pyrimidine C1=CC=C(C=2SC3=C(C21)C=CC=C3)C=3C=C(C=CC3)C=3C2=C(N=CN3)C3=C(O2)C=CC(=C3)C3=CC(=CC=C3)C3=CC=CC2=C3SC3=C2C=CC=C3